[Cl-].[Cl-].C[SiH](C)[Hf+2](C1C=CC2=CC=CC=C12)C1C=CC2=CC=CC=C12 Dimethylsilylbis-indenyl hafnium dichloride